ClC1=C(C(=C(C(=O)Cl)C=C1)F)F 4-chloro-2,3-difluoro-benzoyl chloride